Methyl (6-(3-(2-morpholinoethyl)-4-oxo-3,4-dihydroquinazolin-6-yl)-1H-benzo[d]imidazol-2-yl)carbamate O1CCN(CC1)CCN1C=NC2=CC=C(C=C2C1=O)C=1C=CC2=C(NC(=N2)NC(OC)=O)C1